(4-(benzyloxy)phenyl)-5-methyl-1H-imidazole-4-carbaldehyde C(C1=CC=CC=C1)OC1=CC=C(C=C1)N1C=NC(=C1C)C=O